6-(4-(2-(1-(2-(2,6-dioxopiperidin-3-yl)-1,3-dioxoisoindolin-4-yl)piperidin-4-yl)ethyl)piperazin-1-yl)-N-(2-(((S)-2-methylpyrrolidin-1-yl)methyl)-1H-benzo[d]imidazol-5-yl)nicotinamide O=C1NC(CCC1N1C(C2=CC=CC(=C2C1=O)N1CCC(CC1)CCN1CCN(CC1)C1=NC=C(C(=O)NC2=CC3=C(NC(=N3)CN3[C@H](CCC3)C)C=C2)C=C1)=O)=O